FC(S(=O)(=O)N1C(CCC1=O)=O)(F)F N-trifluoromethanesulfonyl-succinimide